ClC=1C=C(C(=NC1)OC=1C=CC=2N(C1)C(=C(N2)C(=O)NC2(CCS(CC2)(=O)=O)C)C)OCC(F)F 6-[[5-chloro-3-(2,2-difluoroethoxy)-2-pyridyl]oxy]-3-methyl-N-(4-methyl-1,1-dioxo-thian-4-yl)imidazo[1,2-a]pyridine-2-carboxamide